N-(6-(3,3-Difluoroazetidin-1-yl)-4-methylpyridin-2-yl)-4-((1,1-dimethylethyl)sulfonamido)-2-(6-azaspiro[2.5]octan-6-yl)benzamide FC1(CN(C1)C1=CC(=CC(=N1)NC(C1=C(C=C(C=C1)NS(=O)(=O)C(C)(C)C)N1CCC2(CC2)CC1)=O)C)F